ClC=1C=NN(C1[C@@H](CC=1C=NC=CC1)OCC1=CC=C(C=C1)Cl)C |r| (RS)-3-(2-(4-chloro-1-methyl-1H-pyrazol-5-yl)-2-((4-chlorobenzyl)oxy)ethyl)pyridine